3,3',3''-(((1,4,7-triazonane-1,4,7-triyl)tris(methylene))tris(hydroxyphosphoryl))-tripropanoic acid N1(CCN(CCN(CC1)CP(=O)(O)CCC(=O)O)CP(=O)(O)CCC(=O)O)CP(=O)(O)CCC(=O)O